tert-butyl 4-(2-(4-(4-((9-((1s,3s)-3-(2-phenylacetamido)cyclobutyl)-9H-purin-6-yl)amino)phenyl)piperazin-1-yl)ethoxy)piperidine-1-carboxylate C1(=CC=CC=C1)CC(=O)NC1CC(C1)N1C2=NC=NC(=C2N=C1)NC1=CC=C(C=C1)N1CCN(CC1)CCOC1CCN(CC1)C(=O)OC(C)(C)C